CC(=O)NC1=CC(=C(C=C1)[N+](=O)[O-])C(=O)O The molecule is an amidobenzoic acid that is benzoic acid substituted by an acetoamido group at position 5 and a nitro group at position 2 respectively. It is an amidobenzoic acid and a C-nitro compound.